FC1(CC(CC1)C1=CN(C2=C1N=C(N=C2)Cl)C2CC2)F 7-(3,3-difluorocyclopentyl)-2-chloro-5-cyclopropyl-5H-pyrrolo[3,2-d]pyrimidine